ClC1=CC=C(C=C1)C1=NNC(C1C=1SC=CC1)C 3-(4-chlorophenyl)-5-methyl-4-(thiophen-2-yl)-4,5-dihydro-1H-pyrazole